C(C)OC(CC1(CC(N(CC1)C(=O)OC(C)(C)C)C)C[N+](=O)[O-])=O tert-butyl 4-(2-ethoxy-2-oxoethyl)-2-methyl-4-(nitromethyl)piperidine-1-carboxylate